water potassium iodide [I-].[K+].O